4'-(3,6-Diazabicyclo[3.1.1]heptan-3-yl)-2'-(((S)-pyrrolidin-2-yl)methoxy)-2,3,5',8'-tetrahydro-6'H-spiro[indene-1,7'-quinazoline] C12CN(CC(N1)C2)C2=NC(=NC=1CC3(CCC21)CCC2=CC=CC=C23)OC[C@H]2NCCC2